(2R,3R,5S)-4-[[3-(3,4-Difluoro-2-methoxy-phenyl)-5-(trifluoromethyl)tetrahydrofuran-2-carbonyl]amino]pyridin-2-carboxamid FC=1C(=C(C=CC1F)[C@@H]1[C@@H](O[C@@H](C1)C(F)(F)F)C(=O)NC1=CC(=NC=C1)C(=O)N)OC